(2S,4R)-1-(2-(3-acetyl-5-(2-methylpyrimidin-5-yl)-1H-indol-1-yl)acetyl)-N-benzyl-4-fluoropyrrolidine-2-carboxamide C(C)(=O)C1=CN(C2=CC=C(C=C12)C=1C=NC(=NC1)C)CC(=O)N1[C@@H](C[C@H](C1)F)C(=O)NCC1=CC=CC=C1